N-(2-(2,6-dioxopiperidin-3-yl)-1,3-dioxoisoindolin-5-yl)-2,6-dimethylbenzenesulfonamide O=C1NC(CCC1N1C(C2=CC=C(C=C2C1=O)NS(=O)(=O)C1=C(C=CC=C1C)C)=O)=O